ClC=1C=C(C=CC1F)C(C=1NC=C(N1)S(=O)(=O)N1CC(C1)CN)C1=CC(=C(C=C1)F)F (1-((2-((3-chloro-4-fluorophenyl)(3,4-difluorophenyl)methyl)-1H-imidazol-4-yl)sulfonyl)azetidin-3-yl)methanamine